CC1=CC=C(O1)C1=NC=2C(=C3C(=NC2)N(C=C3)S(=O)(=O)C3=CC=CC=C3)N1C=1C=NN(C1)CCC#N 3-(4-(2-(5-methylfuran-2-yl)-6-(phenylsulfonyl)imidazo[4,5-d]Pyrrolo[2,3-b]Pyridin-1(6H)-yl)-1H-pyrazol-1-yl)propionitrile